OC1=CC(=CC2=CC3=CC(=CC(=C3C=C12)O)C)OC 1,8-dihydroxy-3-methoxy-6-methyl-anthracene